5-(trifluoromethyl)-4H-3,1-benzoOxazin-2-amine FC(C1=CC=CC2=C1COC(=N2)N)(F)F